C(CCCC=C)(=O)N1COC[C@H]1C(C)C (R)-3-(5-hexenoyl)-4-isopropyl-oxazolidine